C(C1=CC=CC=C1)C=1C(=NSC1N)C1=CC(=C(C=C1)OC)O[Si](C)(C)C(C)(C)C 4-benzyl-3-(3-((tert-butyldimethylsilyl)oxy)-4-methoxyphenyl)isothiazol-5-amine